CN1N=CC=C1C(=O)N[C@@H]1CCC2=CC(=CC=C12)C1=NOC(=N1)C1OCC1 1-methyl-N-((1R)-5-(5-(oxetan-2-yl)-1,2,4-oxadiazol-3-yl)-2,3-dihydro-1H-inden-1-yl)-1H-pyrazole-5-carboxamide